C[C@H]1[C@H](CCCC1)NC1=C(C#N)C=CC(=C1)C(F)(F)F 2-(((1S,2R)-2-methylcyclohexyl)amino)-4-(trifluoromethyl)benzonitrile